tert-butyl N-[(1S)-1-cyano-2-(4-{1-methyl-3'-oxospiro[azetidine-3,1'-[2]benzofuran]-6'-yl}phenyl)ethyl]carbamate C(#N)[C@H](CC1=CC=C(C=C1)C=1C=CC2=C(C3(OC2=O)CN(C3)C)C1)NC(OC(C)(C)C)=O